1-BOC-3-bromo-5-(5-((4-isopropylpiperazin-1-yl)methyl)oxazol-2-yl)-1H-7-azaindole C(=O)(OC(C)(C)C)N1C=C(C2=CC(=CN=C12)C=1OC(=CN1)CN1CCN(CC1)C(C)C)Br